3-(2-(4-cyclopropylmethylpiperazin-1-yl)pyridin-5-yl)-1H-1,2,4-triazole-3,5-diamine C1(CC1)CN1CCN(CC1)C1=NC=C(C=C1)C1(NNC(=N1)N)N